C(C)C1=C(C=C(C(=O)O)C=C1)S(NC1=C(C=CC(=C1)C(F)(F)F)C1=CC(=CC=C1)F)(=O)=O 4-ethyl-3-(N-(3'-fluoro-4-(trifluoromethyl)-[1,1'-biphenyl]-2-yl)sulfamoyl)benzoic acid